FC(C1=CC=C(CC=2C[C@H](N(C2)C(=O)OC(C)(C)C)C(=O)OC)C=C1)(F)F (S)-1-tert-butyl 2-methyl 4-(4-(trifluoromethyl)benzyl)-2,3-dihydro-1H-pyrrole-1,2-dicarboxylate